C(C1=CC=CC=C1)C(CCCNC(=O)C=1C=C2N(C(=CC(=N2)C)Cl)C1)C(=O)N1CCC(CC1)(O)CN1C=NC2=CC(=CC=C2C1=O)NC(CCN(C)C)=O N-(4-benzyl-5-(4-((7-(3-(dimethylamino)propanamido)-4-oxoquinazolin-3(4H)-yl)methyl)-4-hydroxypiperidin-1-yl)-5-oxopentyl)-4-chloro-2-methylpyrrolo[1,2-a]pyrimidine-7-carboxamide